C(C1=CC=CC=C1)N1C2(CC2)CN(CC1)C(=O)OC=1C=C2C(=CC=NC2=CC1OC)OC=1C(=C2C=C(NC2=CC1)C)F 4-((4-fluoro-2-methyl-1H-indol-5-yl) oxy)-7-methoxyquinolin-6-yl 4-benzyl-4,7-diazaspiro[2.5]octane-7-carboxylate